COC(C1CCN(CC1)C1=CC=C(C=C1)C1C(COC2=CC(=CC=C12)O)C1=CC(=CC=C1)OC)OC 4-(4-(4-(dimethoxymethyl)piperidin-1-yl)phenyl)-3-(3-methoxyphenyl)chroman-7-ol